1,3-diazacyclohexan N1CNCCC1